N-(3-(piperidin-1-yl)propyl)-1H-indole N1(CCCCC1)CCCN1C=CC2=CC=CC=C12